FC1=CC=2C3=C(C=NC2C=C1OC)NC(N3CC3=CC=C(C=C3)S(=O)(=N)C)=O 8-fluoro-7-methoxy-1-(4-(S-methylsulfonimidoyl)benzyl)-1,3-dihydro-2H-imidazo[4,5-c]quinolin-2-one